tri-p-tolylphosphite C1(=CC=C(C=C1)OP(OC1=CC=C(C=C1)C)OC1=CC=C(C=C1)C)C